NC1=C(C(=NN1[C@@H]1CN([C@H](C1)COC)C(C=C)=O)C#CC1=CC2=C(N(C=N2)C2CC2)C=C1Cl)C(=O)N 5-amino-3-[2-(6-chloro-1-cyclopropyl-1,3-benzodiazol-5-yl)ethynyl]-1-[(3S,5R)-5-(methoxymethyl)-1-(prop-2-enoyl)pyrrolidin-3-yl]pyrazole-4-carboxamide